CC=1N(C(=CN1)[N+](=O)[O-])CCN(C([O-])=O)C(C(Cl)(Cl)Cl)N1C=2N(C(=NC(C2N=C1)=O)C(C)=O)N 2-(2-methyl-5-nitro-1H-imidazol-1-yl)-ethyl-(1-(2-acetyl-amino-6-oxo-3,6-dihydro-9H-purin-9-yl)-2,2,2-trichloroethyl)-carbamate